tert-Butyl 2,2-dimethyl-5-oxo-pyrrolidine-1-carboxylate CC1(N(C(CC1)=O)C(=O)OC(C)(C)C)C